NC=1C=C(C(=O)NC2=C(C=C(C=C2)F)CC(=O)OC(C)(C)C)C=CC1N1CC(CCC1)CO tert-butyl 2-(2-(3-amino-4-(3-(hydroxymethyl)piperidin-1-yl)benzamido)-5-fluorophenyl)acetate